C(C)(C)N(C1=CC(=CC(=N1)C(=O)NC1=CC=C(C(=O)O)C=C1)C(F)(F)F)CCC 4-(6-(isopropyl-(propyl)amino)-4-(trifluoromethyl)pyridinamido)benzoic acid